N-(1-Cyanocyclopropyl)-9-(5-(difluoromethyl)-1,3,4-thiadiazol-2-yl)-4-(4-(1-methylcyclobutane-1-carbonyl)piperazin-1-yl)-9H-pyrimido[4,5-b]indole-7-sulfonamide C(#N)C1(CC1)NS(=O)(=O)C1=CC=C2C3=C(N(C2=C1)C=1SC(=NN1)C(F)F)N=CN=C3N3CCN(CC3)C(=O)C3(CCC3)C